butaneate C(CCC)(=O)[O-]